FC=1C=C2C=3C(=NNC(C3C1)=O)[C@H]([C@@H](N2)C2=CC=C(C=C2)F)N2C(N(CC2=O)C)=O (8s,9s)-5-fluoro-8-(4-fluorophenyl)-9-(1-methyl-2,4-imidazolindione-3-yl)-8,9-dihydro-2H-pyrido[4,3,2-de]phthalazin-3(7H)-one